CC(OCCS(=O)(=O)F)COC=C 4-methyl-3,6-dioxa-7-octene-1-sulfonyl fluoride